FC1(CCC(CC1)NC=1N=CC2=C(N1)NC=C2C2=CC=1N(C=C2)N=CC1C(=O)NCC(F)F)F 5-(2-((4,4-difluorocyclohexyl)amino)-7H-pyrrolo[2,3-d]pyrimidin-5-yl)-N-(2,2-difluoroethyl)pyrazolo[1,5-a]pyridine-3-carboxamide